3-(1-(2,6-difluoro-4-((1-(3-fluoropropyl)azetidin-3-yl)amino)phenyl)-3-methyl-1,3,4,6,7,9-hexahydro-2H-cyclobuta[f]pyrido[3,4-b]indol-2-yl)-2,2-difluoropropan-1-ol FC1=C(C(=CC(=C1)NC1CN(C1)CCCF)F)C1N(C(CC2=C1NC1=CC3=C(C=C21)CC3)C)CC(CO)(F)F